OC1=CC=C(C=C1)C(C)(C)C1=CC(=CC(=C1)C(C)(C)C1=CC=C(C=C1)O)C(C)(C)C1=CC=C(C=C1)O α,α',α''-tris(4-hydroxyphenyl)-1,3,5-triisopropylbenzene